C1=C(C=CC2=CC=CC=C12)C=1C2=CC=CC=C2C(=C2C=CC(=CC12)C1=CC=C(C=C1)C1=NC2=C(N1C1=CC=CC=C1)C=CC=C2)C2=CC1=CC=CC=C1C=C2 2-(4-(9,10-Bis(naphthalen-2-yl)anthracen-2-yl)phenyl)-1-phenyl-1H-benzo[d]imidazole